4-(triphenylsilyl)benzene C1(=CC=CC=C1)[Si](C1=CC=CC=C1)(C1=CC=CC=C1)C1=CC=CC=C1